4-(trifluoromethyl)benzidine FC(C1(CC=C(C=C1)C1=CC=C(N)C=C1)N)(F)F